C(C)O[Si](CCCNOC(CC(C)C)C)(OCC)OCC 3-triethoxysilyl-N-(1,3-dimethylbutyloxy)propylamine